NC1CCN(CC1)C(=O)C=1C2=C(N(N1)CC(=O)N1CCN(CC1)C1=C(C(=CC=C1)C)C)CCC2 2-[3-(4-Aminopiperidin-1-carbonyl)-5,6-dihydrocyclopenta[c]pyrazol-1(4H)-yl]-1-[4-(2,3-dimethylphenyl)piperazin-1-yl]ethan-1-on